1-(Trifluoromethyl)-1H-pyrazole-3-carboxylic acid FC(N1N=C(C=C1)C(=O)O)(F)F